ClC=1C=CC(=C(C1)[C@H]1C[C@H](C1)NC(=O)C1=NOC(=C1)[C@@](C)(O)C=1C=NC(=C(C1)C)Cl)C#N N-((cis)-3-(5-chloro-2-cyanophenyl)cyclobutyl)-5-((S)-1-(6-chloro-5-methylpyridin-3-yl)-1-hydroxyethyl)isoxazole-3-carboxamide